CO/C(/C(=O)[O-])=C\C methoxy-crotonate